(E)-2-cyano-3-(6-(piperidin-1-yl)naphthalen-2-yl)-N-(((2R,3S,4S,SR)-3,4,5,6-tetrahydroxytetrahydro-2H-pyran-2-yl)methyl)acrylamide C(#N)/C(/C(=O)NC[C@H]1OC([C@H]([C@H]([C@@H]1O)O)O)O)=C\C1=CC2=CC=C(C=C2C=C1)N1CCCCC1 |&1:10|